2,3-dihydro-3-hydroxy-5-isovaleryloxy-6-methyl-4H-pyran-4-one OC1COC(=C(C1=O)OC(CC(C)C)=O)C